ClC1=NC(=NC(=C1)Cl)CC 4,6-dichloro-2-ethyl-pyrimidine